C(C(C)C)C1=CC=C(C=C1)[C@H](C(=O)OCCN(CCCCCC)CCCCCC)C 2-(dihexylamino)ethyl (R,S)-2-(p-isobutylphenyl)propionate